α-methylene-5-valerolactone C=C1C(=O)OCCC1